C1=CC=CC=2C3=CC=CC=C3N(C12)CC1=CC=C(C=C)C=C1 4-(N-carbazolyl)methylstyrene